3-[4-(5-benzyl-pyrimidin-2-yl)piperazin-1-yl]-6-(1-methyl-1H-pyrazol-4-yl)pyrazolo[1,5-a]pyrimidine C(C1=CC=CC=C1)C=1C=NC(=NC1)N1CCN(CC1)C=1C=NN2C1N=CC(=C2)C=2C=NN(C2)C